N1=CNC2=NC=CC(=C21)C=2C=NN(C2)C2=CC=C(C=N2)C(CNC(C)C)C(F)(F)F 2-(6-(4-(3H-imidazo[4,5-b]pyridin-7-yl)-1H-pyrazol-1-yl)pyridin-3-yl)-3,3,3-trifluoro-N-isopropylpropan-1-amine